ClC=1C=C(CC2=C(N=C(N2C2=CC(=CC=C2)F)N)C2=CC=CC=C2)C=CC1C(F)(F)F (3-chloro-4-(trifluoromethyl)benzyl)-1-(3-fluorophenyl)-4-phenyl-1H-imidazol-2-amine